OC(C)(C)C1=CC=C(C=N1)C1=CN=C2C(=N1)N(C(CN2)=O)[C@H]2C[C@@H](CC2)OC 7-(6-(2-hydroxypropan-2-yl)pyridin-3-yl)-1-((1R,3R)-3-methoxycyclopentyl)-3,4-dihydropyrazino[2,3-b]pyrazin-2(1H)-one